BrC=1C(=C(C=C(C1)F)CC(=O)N(C)C)C(C)O 2-(3-bromo-5-fluoro-2-(1-hydroxyethyl)phenyl)-N,N-dimethylacetamide